C(C1=CC=CC=C1)OC(=O)N1CC(CC(C1)=C)C1=NC=NN1CC1=CC=C(C=C1)OC.[F-].C(CCCCCCCCC)[NH+]1C(CCCC1)CCCC 1-Decyl-2-butylpiperidinium fluorid benzyl-3-(1-(4-methoxybenzyl)-1H-1,2,4-triazol-5-yl)-5-methylenepiperidine-1-carboxylate